ClC=1N(N=C2C(N(N=CC21)[C@H]2[C@@H](C2)F)=O)CC2=C(C=CC=C2)F |r| rac-3-chloro-2-(2-fluorobenzyl)-6-((1R,2R)-2-fluorocyclopropyl)-2,6-dihydro-7H-pyrazolo[3,4-d]pyridazin-7-one